(R)-N-(1-(4-(cyclopropanesulfonamido)pyridin-2-yl)-3-(piperidin-1-yl)propyl)-4-(6-ethoxypyrazin-2-yl)-2,3-difluorobenzamide C1(CC1)S(=O)(=O)NC1=CC(=NC=C1)[C@@H](CCN1CCCCC1)NC(C1=C(C(=C(C=C1)C1=NC(=CN=C1)OCC)F)F)=O